5-((2-methoxypyridin-4-yl)methoxy)-2-methylbenzofuran-3-carboxylic acid COC1=NC=CC(=C1)COC=1C=CC2=C(C(=C(O2)C)C(=O)O)C1